ClC1=C(C=C(OCC(=O)NC23CC(C2)(C3)NC=3C=2N(C=CN3)N=CC2)C=C1)F 2-(4-chloro-3-fluorophenoxy)-N-{3-[(pyrazolo[1,5-a]pyrazin-4-yl)amino]bicyclo[1.1.1]pent-1-yl}acetamide